2-((6-bromopyridin-3-yl)oxy)ethan-1-ol BrC1=CC=C(C=N1)OCCO